2-(Methylsulfonyl)-5-nitronicotinic acid CS(=O)(=O)C1=C(C(=O)O)C=C(C=N1)[N+](=O)[O-]